2-methoxy-1-((2-methoxy-2-(4-methoxyphenyl)vinyl)oxy)-4-propylbenzene COC1=C(C=CC(=C1)CCC)OC=C(C1=CC=C(C=C1)OC)OC